mercapto-copper S[Cu]